CP(=O)(C)C=1N=C(C(=NC1)NC1=NNC2=CC(=CC=C12)[C@@H]1C[C@@]12C(NC1=CC=C(C=C21)OC)=O)OC (1R,2S)-2-(3-{[5-(dimethylphosphoryl)-3-methoxypyrazin-2-yl]amino}-1H-indazol-6-yl)-5'-methoxyspiro[cyclopropane-1,3'-indol]-2'(1'H)-one